CC1(CN(C2=NC=C(N=C21)C(=O)N2C(CN(CC2)C2=NC(=C(C(=O)OC)C(=C2)C)C)(C)C)C2=CC(=C(C(=C2)F)F)F)C methyl 6-(4-(7,7-dimethyl-5-(3,4,5-trifluorophenyl)-6,7-dihydro-5H-pyrrolo[2,3-b]pyrazine-2-carbonyl)-3,3-dimethylpiperazin-1-yl)-2,4-dimethylnicotinate